(6-(4-(3H-imidazo[4,5-b]pyridin-7-yl)-1H-pyrazol-1-yl)pyridin-3-yl)(1-(methylsulfonyl)piperidin-4-yl)methanol N1=CNC2=NC=CC(=C21)C=2C=NN(C2)C2=CC=C(C=N2)C(O)C2CCN(CC2)S(=O)(=O)C